C(CC)(=O)N1CCC2=CC(=CC=C12)C#CC(=O)O 3-(1-propionyl-indolin-5-yl)propiolic acid